5-(Cyclopenten-1-yl)-N-[4-(6,7-dimethoxyquinolin-4-yl)oxy-3-fluorophenyl]-4-hydroxy-6-methylpyridine-3-carboxamide C1(=CCCC1)C=1C(=C(C=NC1C)C(=O)NC1=CC(=C(C=C1)OC1=CC=NC2=CC(=C(C=C12)OC)OC)F)O